BrC1C2CCC(C1Br)C2 5,6-dibromonorbornane